ClC=1C=C(CNC(=O)NCC2=CC3=C(CN(C3=O)C3C(NC(CC3)=O)=O)S2)C=CC1C 1-(3-chloro-4-methylbenzyl)-3-((5-(2,6-dioxopiperidin-3-yl)-4-oxo-5,6-dihydro-4H-thieno[2,3-c]pyrrol-2-yl)methyl)urea